BrC1=CC=C(C=C1)C(CCC(=O)C1=CC=C(C#N)C=C1)=O 4-[4-(4-bromophenyl)-4-oxo-butyryl]benzonitrile